C1(=CC=CC2=CC=CC=C12)OP(=O)(OC1=C(C(=C(C(=C1F)F)F)F)F)N[C@@H](C)C(=O)OC1CCC1 cyclobutyl ((naphthalen-1-yloxy)(perfluorophenoxy)phosphoryl)-L-alaninate